C(C1=CC=CC=C1)N(C(C#CC1=C(C=CC=C1)C)=O)C1=NOC(=N1)C1=CC=CC=C1 N-benzyl-N-(5-phenyl-1,2,4-oxadiazol-3-yl)-3-(o-tolyl)propiolamide